C(C)C(CC1=CC=C(S1)C1=C2C(SC=C2)=C(C2=C1SC=C2)C=2SC(=CC2)CC(CCCC)CC)CCCC 4,8-bis[5-(2-ethylhexyl)thiophen-2-yl]Benzo[1,2-b:4,5-b']Dithiophene